[C@H]12CN(C[C@H](CC1)N2)C=2C1=C(N=C(N2)OCCCC(=O)OCC)C(=C(N=C1)C1=CC=CC2=CC=CC(=C12)Cl)F Ethyl 4-((4-((1R,5S)-3,8-diazabicyclo[3.2.1]octan-3-yl)-7-(8-chloronaphthalen-1-yl)-8-fluoropyrido[4,3-d]pyrimidin-2-yl)oxy)butanoate